N-(2-aminoethyl)-3-(4-(3,4-dichlorophenyl)-5-isobutylthiazol-2-ylamino)thiophene-2-carboxamide NCCNC(=O)C=1SC=CC1NC=1SC(=C(N1)C1=CC(=C(C=C1)Cl)Cl)CC(C)C